N-[2-(2-aminoethoxy)ethyl]-2-[2-(2,6-dioxo-3-piperidyl)-1,3-dioxo-isoindolin-4-yl]oxy-acetamide NCCOCCNC(COC1=C2C(N(C(C2=CC=C1)=O)C1C(NC(CC1)=O)=O)=O)=O